Gold(I) chlorid [Au]Cl